COC1=C(C=CC(=C1)C=1C=NN(C1)CCN1CCN(CC1)C)C1(N=C(C2=C(N1)NC=C2)NC=2C=CC=C1CCN(C21)S(=O)(=O)C)N 2-(2-methoxy-4-(1-(2-(4-methylpiperazin-1-yl)ethyl)-1H-pyrazol-4-yl)phenyl)-N4-(1-(methylsulfonyl)indolin-7-yl)-7H-pyrrolo[2,3-d]pyrimidine-2,4-diamine